CC(C)(O\N=C(\C1=CC=CC=C1)/[C@H]1CC[C@H]([C@H](C1)O)NC)C (1s,2R,5S)-5-[(E)-N-(1,1-dimethylethoxy)-C-phenyl-carbonimidoyl]-2-(methylamino)cyclohexanol